N-(5-((6-((R)-3-(3-chloro-2-methylphenyl)isoxazolidine-2-yl)pyrimidine-4-yl)amino)-2-(4-(4-cyclobutylpiperazine-1-yl)piperidine-1-yl)-4-methoxyphenyl)acrylamide ClC=1C(=C(C=CC1)[C@@H]1N(OCC1)C1=CC(=NC=N1)NC=1C(=CC(=C(C1)NC(C=C)=O)N1CCC(CC1)N1CCN(CC1)C1CCC1)OC)C